3,5-dimethyl-1-hexanol CC(CCO)CC(C)C